N-[5-(3-methoxyoxetan-3-yl)-4-methyl-thiazol-2-yl]-3-[[7-(5-methyl-1,2,4-oxadiazol-3-yl)-1-isoquinolyl]amino]propanamide COC1(COC1)C1=C(N=C(S1)NC(CCNC1=NC=CC2=CC=C(C=C12)C1=NOC(=N1)C)=O)C